CN1N=C(C(=C1)C(=O)NC1=C2[C@@H](CC(C2=CC=C1)(C)C)C)C 1,3-dimethyl-N-[(3R)-1,1,3-trimethyl-2,3-dihydro-1H-inden-4-yl]-1H-pyrazol-4-carboxamide